methyl-phenyl-p-phenylenediamine CN(C1=CC=C(C=C1)N)C1=CC=CC=C1